indium-uranium [U].[In]